3-(2-((2-(2,6-dioxopiperidin-3-yl)-1,3-dioxoisoindol-5-yl)oxy)acetamido)-N-methylpropanamide formate C(=O)O.O=C1NC(CCC1N1C(C2=CC=C(C=C2C1=O)OCC(=O)NCCC(=O)NC)=O)=O